trans-N-(2',5'-Dihydroxyphenyl)-4-styrylpyridinium chloride [Cl-].OC1=C(C=C(C=C1)O)[N+]1=CC=C(C=C1)\C=C\C1=CC=CC=C1